2,4-dichloro-7,8-dihydro-6H-pyrimido[5,4-b][1,4]oxazinid Cl[C-]1N=C(C=2OCCNC2N1)Cl